trans-N-[4-(3-Cyanophenyl)-5-(2,6-dimethyl-4-pyridyl)thiazol-2-yl]-2,5-dimethyl-piperazin-1-carboxamid C(#N)C=1C=C(C=CC1)C=1N=C(SC1C1=CC(=NC(=C1)C)C)NC(=O)N1[C@H](CN[C@@H](C1)C)C